(S)-tert-butyl 3-((5-(2-((tert-butoxycarbonyl)amino)pyrazolo[1,5-a]pyridin-5-yl)-1-methyl-1H-pyrazol-4-yl)oxy)pyrrolidine-1-carboxylate C(C)(C)(C)OC(=O)NC1=NN2C(C=C(C=C2)C2=C(C=NN2C)O[C@@H]2CN(CC2)C(=O)OC(C)(C)C)=C1